5-phenyl-1-((2-(trimethylsilyl)ethoxy)methyl)-3-(trimethylstannyl)-1H-1,2,4-triazole C1(=CC=CC=C1)C1=NC(=NN1COCC[Si](C)(C)C)[Sn](C)(C)C